tert-butyl (6aS,8R)-8-(benzyloxy)-2-(3-fluoro-2-methoxyphenyl)-6a-(fluoromethyl)-6a,7,8,9-tetrahydropyrrolo[1',2':4,5]pyrazino[2,3-c]pyridazine-5(6H)-carboxylate C(C1=CC=CC=C1)O[C@@H]1C[C@@]2(N(C=3C(=NN=C(C3)C3=C(C(=CC=C3)F)OC)N(C2)C(=O)OC(C)(C)C)C1)CF